O=C1NC(CCC1N1C(C2=CC=CC(=C2C1=O)CCCCCN[C@@H]1C[C@H](CC1)NC1=NC=CC(=N1)C1=CC2=C(N(N=C2C=C1)C)C(C)C)=O)=O 2-(2,6-dioxopiperidin-3-yl)-4-(5-(((1S,3S)-3-((4-(3-isopropyl-2-methyl-2H-indazol-5-yl)pyrimidin-2-yl)amino)cyclopentyl)amino)pentyl)isoindoline-1,3-dione